C(C)(=O)NC1CCC(OC1OC1=CC=C(C=C1)[N+](=O)[O-])COC(C)=O 5-acetamido-2-(acetoxymethyl)-6-(4-nitrophenoxy)tetrahydro-2H-pyran